tert-butyl (3-(2-(6-(2-ethyl-5-fluoro-4-hydroxyphenyl)-1H-indazol-3-yl)-1,4,6,7-tetrahydro-5H-imidazo[4,5-c]pyridin-5-yl)-2-fluoropropyl)carbamate C(C)C1=C(C=C(C(=C1)O)F)C1=CC=C2C(=NNC2=C1)C=1NC2=C(CN(CC2)CC(CNC(OC(C)(C)C)=O)F)N1